NC1CC2(CC(C2)NC=2C=CC(=NC2C)N2CC(N(C(C2)C)C(C)=O)C)C1 1-(4-(5-((6-Aminospiro[3.3]heptan-2-yl)amino)-6-methylpyridin-2-yl)-2,6-dimethylpiperazin-1-yl)ethan-1-one